FC1=C(C=C2CN(C(C2=C1)=O)C1C(NC(CC1)=O)=O)N1CCN(CC1)CC1CCC(CC1)OC1CCNCC1 3-[6-fluoro-1-oxo-5-[4-[[4-(4-piperidyloxy)cyclohexyl]methyl]piperazin-1-yl]isoindolin-2-yl]piperidine-2,6-dione